(R)-3-(ethoxymethoxy)-4-(5-methyl-3-((1-methylpiperidin-3-yl)amino)-1,2,4-triazin-6-yl)benzaldehyde C(C)OCOC=1C=C(C=O)C=CC1C1=C(N=C(N=N1)N[C@H]1CN(CCC1)C)C